(S)-6-((benzo[d]thiazol-7-yl(1-(1-methylcyclopropyl)-1H-1,2,3-triazol-4-yl)methyl)amino)-4-(neopentylamino)quinoline-3,8-dicarbonitrile S1C=NC2=C1C(=CC=C2)[C@@H](C=2N=NN(C2)C2(CC2)C)NC=2C=C1C(=C(C=NC1=C(C2)C#N)C#N)NCC(C)(C)C